Ethyl 2-(9-methoxy-2,7-dimethyl-3-oxo-3,5-dihydro-2H-benzo[c]pyrido[3,4-e]azepin-5-yl)acetate COC=1C=CC2=C(C(=NC(C=3C2=CN(C(C3)=O)C)CC(=O)OCC)C)C1